N1(CCCC1)[Al](C)N1CCCC1 di(pyrrolidinyl)(methyl)aluminum